alpha-glycidoxybutyl-tripropoxysilane C(C1CO1)OC(CCC)[Si](OCCC)(OCCC)OCCC